2-((1S,2R,4R,SR)-4-((5-(methylthio)pyrimidin-2-yl)amino)bicyclo[3.1.0]hexan-2-yl)isoindoline-1,3-dione CSC=1C=NC(=NC1)N[C@@H]1C[C@H]([C@H]2C[C@H]12)N1C(C2=CC=CC=C2C1=O)=O |&1:14|